tert-butyl (3S)-3-fluoro-3-(hydroxymethyl)piperidine-1-carboxylate F[C@@]1(CN(CCC1)C(=O)OC(C)(C)C)CO